C(C)(SCCC1=CC(=CC=C1)Br)=O S-3-bromophenethyl ethanethioate